4-amino-3-(cyclopent-2-en-1-yl)benzoic acid methyl ester COC(C1=CC(=C(C=C1)N)C1C=CCC1)=O